1-Acetylpyrrolidin-3-yl (8-amino-7-fluoro-6-(8-methyl-2,3-dihydro-1H-pyrido[2,3-b][1,4]oxazin-7-yl)isoquinolin-3-yl)carbamate NC=1C(=C(C=C2C=C(N=CC12)NC(OC1CN(CC1)C(C)=O)=O)C1=C(C2=C(OCCN2)N=C1)C)F